BrC=1N=CC(=NC1)NC(C(CCC)N1N=C(C(=C1)Br)C)=O 2-(4-Bromo-3-methyl-pyrazol-1-yl)-pentanoic acid (5-bromo-pyrazin-2-yl)-amide